N-methyl-3-hydroxy-3-(2-thienyl)-1-propylamine CNCCC(C=1SC=CC1)O